NC1=NC2=C(N1[C@@H](CCCCNC(OC(C)(C)C)=O)C)C(=CC=C2)C2=NN=C(N2C)C tert-butyl (R)-(5-(2-amino-7-(4,5-dimethyl-4H-1,2,4-triazol-3-yl)-1H-benzo[d]imidazol-1-yl)hexyl)carbamate